FC=1C=C(C=C(C1)F)C1OCC(CO1)CCC 2-(3,5-difluorophenyl)-5-propyl-1,3-dioxane